COC=1C=C(C=CC1OC)C=1NC2=CC=C(C=C2C1CC)C(=O)N1CCN(CC1)CCOC (2-(3,4-dimethoxyphenyl)-3-ethyl-1H-indol-5-yl)(4-(2-methoxyethyl)piperazin-1-yl)methanone